C(C)(C)(C)OC(=O)N1CCN(CC1)C=1C2=CN(N=C2C(=CC1OC)C(=O)OC)C methyl 4-[4-(tert-butoxycarbonyl)piperazin-1-yl]-5-methoxy-2-methylindazole-7-carboxylate